FC1(CC(C1)(CC1=NN=CN1C)C=1C=C(C=CC1)N1C(C2=C(C(=C1)C(F)(F)F)C=C(N2S(=O)(=O)C2=CC=C(C=C2)C)CN2C[C@H](CCC2)C)=O)F 6-[3-[3,3-difluoro-1-[(4-methyl-1,2,4-triazol-3-yl)methyl]cyclobutyl]phenyl]-2-[[(3S)-3-methyl-1-piperidinyl]methyl]-1-(p-tolylsulfonyl)-4-(trifluoromethyl)pyrrolo[2,3-c]pyridin-7-one